ethyl 4-[4-bromo-8-(3,5-difluoropyridin-4-yl)-3-hydroxyquinolin-2-yl]-4-oxobutanoate BrC1=C(C(=NC2=C(C=CC=C12)C1=C(C=NC=C1F)F)C(CCC(=O)OCC)=O)O